2-methylprop-2-enoic acid [4-[3-isopropenyl-4-(2-methylprop-2-enyloxy) phenyl]-phenyl] ester C(=C)(C)C=1C=C(C=CC1OCC(=C)C)C1=CC=C(C=C1)OC(C(=C)C)=O